1-(1-((1-methylcyclopropyl)methyl)piperidin-4-yl)-1H-pyrazol CC1(CC1)CN1CCC(CC1)N1N=CC=C1